C(C=C(C)CCC=C(C)CCC=C(C)C)OC1=CC=C(C=C1)CCC(=O)O 3-(4-farnesyloxyphenyl)-propionic acid